7-Chloro-1-(1H-imidazol-2-yl)-4-(methylamino)quinazolin-2(1H)-one ClC1=CC=C2C(=NC(N(C2=C1)C=1NC=CN1)=O)NC